C1(CC1)CC=1C2=C(C(N(C1)C)=O)C(=C(N2)C2=CC(=NC=C2)NC(C(CC(F)F)C2=CC=C(C=C2)F)=O)C2=CC=C(C=C2)F N-{4-[7-(cyclopropylmethyl)-3-(4-fluorophenyl)-5-methyl-4-oxo-4,5-dihydro-1H-pyrrolo[3,2-c]pyridin-2-yl]pyridin-2-yl}-4,4-difluoro-2-(4-fluorophenyl)butanamide